O=C[C@@H](O)[C@@H](O)[C@H](O)CO |r| DL-lyxose